2-(3-bromo-5-(4-methylbenzoyl-oxy)benzylideneamino)-3-(4-hydroxy-phenyl)propanoic acid BrC=1C=C(C=NC(C(=O)O)CC2=CC=C(C=C2)O)C=C(C1)OC(C1=CC=C(C=C1)C)=O